N-methyl-N-(pent-4-enoyl)-O-((2S)-2-((tetrahydro-2H-pyran-2-yl)oxy)propyl)-L-serine CN([C@@H](COC[C@H](C)OC1OCCCC1)C(=O)O)C(CCC=C)=O